(S)-2-amino-3-(4-(2,3-dimethylpyridine-4-yl)phenyl)propionic acid dihydrochloride Cl.Cl.N[C@H](C(=O)O)CC1=CC=C(C=C1)C1=C(C(=NC=C1)C)C